{[(4R)-8-(1H-imidazol-5-yl)-3,4-dihydro-2H-1-benzopyran-4-yl]methyl}(methyl)amine hydrochloride Cl.N1C=NC=C1C1=CC=CC=2[C@@H](CCOC21)CNC